4-butanesulfonic acid CCCCS(=O)(=O)O